COC1=C2C(C(OCC2=CC(=C1OC)OC)C[Se]C1=CC=CC=C1)C1=CC=C(C=C1)Cl 5,6,7-trimethoxy-3-((phenylseleno)methyl)-4-(4-chlorophenyl)isochroman